(R)-Benzyl 3-(1-(4-(2-fluoro-3-methoxyphenoxy)phenyl)imidazo[1,5-a]pyrazin-3-yl)piperidine-1-carboxylate FC1=C(OC2=CC=C(C=C2)C=2N=C(N3C2C=NC=C3)[C@H]3CN(CCC3)C(=O)OCC3=CC=CC=C3)C=CC=C1OC